BrC1=CC=CC2=C1OC(CN2C(=O)OCC2=CC=CC=C2)(C)C benzyl 8-bromo-2,2-dimethyl-2,3-dihydro-4H-benzo[b][1,4]oxazine-4-carboxylate